1H-1,2,4-triazole-1-carboxamidine monohydrochloride Cl.N1(N=CN=C1)C(=N)N